[N+](=O)([O-])C1=C(C=C(C=C1)C1=CC=CC=C1)C(O)C=1SC=CN1 (4-nitro-[1,1'-biphenyl]-3-yl)(thiazol-2-yl)methanol